N=1N2C(=C(C1)C#CC=1C=CC=C3C=CN(C(C13)=O)C1=CC=CC=C1)CCC2 8-((5,6-dihydro-4H-pyrrolo[1,2-b]pyrazol-3-yl)ethynyl)-1-oxo-2-phenyl-1,2-dihydroisoquinolin